COC(=O)CC=1C(NC(N([C@H]2[C@H](O)[C@H](O)[C@@H](CO)O2)C1)=O)=O 5-methoxy-carbonylmethyluridine